CC1=C(C=NN1)CC1=CC=C(C=C1)SC 5-methyl-4-[(4-methylthiophenyl)methyl]-1H-pyrazole